Cl.CC1(CN(C2=C1C=NC(=C2)C(C)C2=CC=CC=C2)C(CN2[C@H](CN[C@@H](C2)C)COC)=O)C 1-[3,3-Dimethyl-6-(1-phenylethyl)-1H,2H,3H-pyrrolo[3,2-c]pyridin-1-yl]-2-[(2R,5R)-2-(methoxymethyl)-5-methylpiperazin-1-yl]ethan-1-one, hydrochloride salt